methylene dithiodiglycolate C1(COCC(=S)OCO1)=S